(R)-1-(2,5-difluoropyridin-3-yl)ethyl (1-methyl-4-(5-(2-(trifluoromethyl)pyrimidine-5-carboxamido)pyridin-2-yl)-1H-1,2,3-triazol-5-yl)carbamate CN1N=NC(=C1NC(O[C@H](C)C=1C(=NC=C(C1)F)F)=O)C1=NC=C(C=C1)NC(=O)C=1C=NC(=NC1)C(F)(F)F